methyl 2',4'-dichloro-3-(5-((dimethyl(oxo)-λ6-sulfanylidene)carbamoyl)-1,3-dioxoisoindolin-2-yl)-[1,1'-biphenyl]-4-carboxylate ClC1=C(C=CC(=C1)Cl)C1=CC(=C(C=C1)C(=O)OC)N1C(C2=CC=C(C=C2C1=O)C(N=S(=O)(C)C)=O)=O